N1C=CC2=C(C=CC=C12)C(C)N1C(C(=CC(=C1)C(=O)NC1CC1)C(=O)NC)=O 1-(1-(1H-indol-4-yl)ethyl)-N5-cyclopropyl-N3-methyl-2-oxo-1,2-dihydropyridine-3,5-dicarboxamide